NC1=CC=C(C=C1)S(=O)(=O)OCC ethyl p-aminobenzenesulfonate